4-hexyl-4-methyl-butyrolactone C(CCCCC)C1(CCC(=O)O1)C